C(C1=CC=CC=C1)C=1N(C=2C(=C3CC[C@@H](N(C3=CC2)C(=O)OC)C)N1)C1CCS(CC1)(=O)=O methyl (7S)-2-benzyl-3-(1,1-dioxo-1λ6-thian-4-yl)-7-methyl-3H,6H,7H,8H,9H-imidazo[4,5-f]quinoline-6-carboxylate